FC=1C=C2C(=CNC2=CC1)C1CCN(CC1)C(=O)C=1C=CC2=C(NC(CO2)=O)C1 6-[4-(5-Fluoro-1H-indol-3-yl)piperidine-1-carbonyl]-4H-1,4-benzoxazin-3-one